maleimide methanesulfonate CS(=O)(=O)O.C1(C=CC(N1)=O)=O